CC1=CC(=NN1)NC=1N=C(C2=C(N1)NC=C2)NC2CC1CCC(C2)N1CCC#N 3-((3-exo)-3-((2-((5-methyl-1H-pyrazol-3-yl)amino)-7H-pyrrolo[2,3-d]pyrimidin-4-yl)amino)-8-azabicyclo[3.2.1]octan-8-yl)propionitrile